tert-butyl 2-amino-7,7-difluoro-6,7-dihydrothiazolo[5,4-C]pyridine-5(4H)-carboxylate NC=1SC=2CN(CC(C2N1)(F)F)C(=O)OC(C)(C)C